3-(TRIFLUOROMETHYLTHIO)-PHENYLISOCYANIDE FC(SC=1C=C(C=CC1)[N+]#[C-])(F)F